O1CC(C1)N1CCN(CC1)CC1=CC=C(C=C1)NC(OCC1=CC=C(C=C1)Cl)=O 4-chlorobenzyl (4-((4-(oxetan-3-yl)piperazin-1-yl)methyl)phenyl)carbamate